1,1-Dimethylethyl ((3R)-1-{[1-[2-({[(1,1-dimethylethyl)oxy]carbonyl} amino)ethyl]-2-(1-ethyl-1H-indol-2-yl)-1H-benzimidazol-5-yl]carbonyl}-3-piperidinyl)carbamate CC(C)(C)OC(=O)NCCN1C(=NC2=C1C=CC(=C2)C(=O)N2C[C@@H](CCC2)NC(OC(C)(C)C)=O)C=2N(C1=CC=CC=C1C2)CC